N-(1-(4-fluorotetrahydrofuran-3-yl)-1H-pyrazol-4-yl)-5-(pyridin-2-yl)isoxazole-3-carboxamide FC1C(COC1)N1N=CC(=C1)NC(=O)C1=NOC(=C1)C1=NC=CC=C1